(1-(6-Fluoronaphthalen-1-yl)cyclopropyl)-2-methyl-5-((1-methylazetidin-2-yl)methoxy)benzamide FC=1C=C2C=CC=C(C2=CC1)C1(CC1)C=1C(=C(C(=O)N)C=C(C1)OCC1N(CC1)C)C